(S)-3-cyclobutyl-2-(pyrazine-2-carboxamido)propionic acid C1(CCC1)C[C@@H](C(=O)O)NC(=O)C1=NC=CN=C1